BrC1=CC=C(C=C1)N1C(N2[C@@H](CN(CC2)C(=O)OC(C)(C)C)C1)=O |r| tert-Butyl (RS)-2-(4-bromophenyl)-3-oxohexahydroimidazo[1,5-a]pyrazine-7(1H)-carboxylate